FC1=CC=C(C=C1)N1C(=C(C2=C1C=C1C=NNC1=C2)CC(C(=O)O)(C)C)C(C)C 3-[5-(4-fluorophenyl)-6-isopropyl-1H-pyrrolo[2,3-f]indazol-7-yl]-2,2-dimethyl-propanoic acid